OC1=C(C=CC(=C1)Br)C=1SC2=C(N1)C=CC=C2 2-(2'-hydroxy-4-bromophenyl)benzothiazole